BrC1=C2C(C(NC2=CC=C1)=O)=O 4-bromoindoline-2,3-dione